[(2S,3R,4R,5S,6S)-3,4,5-trimethoxy-6-methyl-tetrahydropyran-2-yl]-N-[4-[1-[4-(trifluoromethoxy)phenyl]-1,2,4-triazol-3-yl]phenyl]carbamate CO[C@H]1[C@@H](O[C@H]([C@@H]([C@H]1OC)OC)C)OC(NC1=CC=C(C=C1)C1=NN(C=N1)C1=CC=C(C=C1)OC(F)(F)F)=O